FC1=CC=C(C(=O)N[C@]2([C@@H](C2)C)C2=NC=3CCCN(C3C=C2)C2=NC(=NC=C2)C)C=C1 4-fluoro-N-((1R,2R)-2-methyl-1-(5-(2-methylpyrimidin-4-yl)-5,6,7,8-tetrahydro-1,5-naphthyridin-2-yl)cyclopropyl)benzamide